FC1=CC(=C(C=C1)NC1=C(C(=O)O)C(=CC=C1)C(F)(F)F)C 2-((4-fluoro-2-methylphenyl)amino)-6-(trifluoromethyl)benzoic acid